(4-nitrophenyl) 3-[4-[8-chloro-7-[2-methyl-3-(2-trimethylsilylethoxymethyl)benzimidazol-5-yl]oxy-quinoxalin-2-yl]pyrazol-1-yl]azetidine-1-carboxylate ClC=1C(=CC=C2N=CC(=NC12)C=1C=NN(C1)C1CN(C1)C(=O)OC1=CC=C(C=C1)[N+](=O)[O-])OC1=CC2=C(N=C(N2COCC[Si](C)(C)C)C)C=C1